tert-Butyl-((7R)-2-(2-(6-bromo-1-(cyclopropylmethyl)-1H-indol-2-yl)-4-fluoro-3-methylpyrazolo[1,5-a]pyridine-6-carbonyl)-2-azabicyclo[2.2.1]heptan-7-yl)carbamate C(C)(C)(C)OC(N[C@H]1C2N(CC1CC2)C(=O)C=2C=C(C=1N(C2)N=C(C1C)C=1N(C2=CC(=CC=C2C1)Br)CC1CC1)F)=O